1-(2-(3,8-diazabicyclo[3.2.1]octan-8-yl)-6,7-dihydropyrazolo[1,5-a]pyrazin-5(4H)-yl)-2,2-difluoro-2-phenylethan-1-one C12CNCC(CC1)N2C2=NN1C(CN(CC1)C(C(C1=CC=CC=C1)(F)F)=O)=C2